(R)-5-(2-azidopropyl)benzo[d][1,3]dioxol N(=[N+]=[N-])[C@@H](CC1=CC2=C(OCO2)C=C1)C